Cl.NC1CCN(CC1)C1=C(C=NC2=CC=C(C=C12)C=1C(=C(C#N)C=CC1)O)C1=CC(=CC(=C1)F)F [4-(4-amino-piperidin-1-yl)-3-(3,5-difluoro-phenyl)-quinolin-6-yl]-2-hydroxy-benzonitrile monohydrochloride